BrC1=CC=C(C=C1C1=CC=CC=C1)N(C=1C2=CC=CC=C2C=2C=CC=CC2C1)C1=CC=C(C=C1)C1=CC=CC=C1 (6-bromobiphenyl-3-yl)-(biphenyl-4-yl)-(phenanthren-9-yl)amine